3-(5-cyano-4-(((1-methoxycyclopropyl)methyl)amino)pyridin-2-yl)-1-(6-formyl-5-((4-methyl-2-oxopiperazin-1-yl)methyl)pyridin-2-yl)-1-methylurea C(#N)C=1C(=CC(=NC1)NC(N(C)C1=NC(=C(C=C1)CN1C(CN(CC1)C)=O)C=O)=O)NCC1(CC1)OC